C1CCC(CC1)(N)N Cyclohexanediamine